P(OCC)(OCC)(=S)SCSCC O,O-diethyl S-ethylthiomethyl phosphorodithioate